C1(=CC=CC=C1)C(C(C1=CC=C(C=C1)C)(C1=CC=CC=C1)O)(C1=CC=C(C=C1)C)O 1,2-diphenyl-1,2-di-p-tolylethylene glycol